N1=CC=C(C=C1)C1=CC=C(CNCCNS(=O)(=O)C=2C=3C=CN=CC3C=CC2)C=C1 N-(2-((4-(Pyridin-4-yl)benzyl)amino)ethyl)isoquinoline-5-sulfonamide